2-Amino-N-[1-(8-chloro-5-phenylimidazo[1,5-a]pyridin-6-yl)ethyl]pyrazolo[1,5-a]pyrimidine-3-carboxamide NC1=NN2C(N=CC=C2)=C1C(=O)NC(C)C=1C=C(C=2N(C1C1=CC=CC=C1)C=NC2)Cl